P(=O)([O-])([O-])[O-].[K+].C(CCC)O.[K+].[K+] n-butanol potassium phosphate salt